C(C)(C)(C)OC(=O)N1C(=CC2=CC(=CC=C12)CO)COC1OCCCC1 5-(hydroxymethyl)-2-(((tetrahydro-2H-pyran-2-yl)oxy)methyl)-1H-indole-1-carboxylic acid tert-butyl ester